bis(pyridine) ruthenium (II) [Ru+2].N1=CC=CC=C1.N1=CC=CC=C1